CC(C(=O)OCC)(O)C ethyl methyllactate